O=C1CCCC=2N=C(SC21)CC(=O)N (7-oxo-4,5,6,7-tetrahydrobenzo[d]thiazol-2-yl)acetamide